CC(C(CC(=S)N1CCN(CC1)C(=O)OC(C)(C)C)=O)CC tert-butyl 4-(4-methyl-3-oxo-hexanethioyl)piperazine-1-carboxylate